ClC=1C=C2C(=CC1)NC(C21CCN(CC1)CCOC=1C=C2C=NN(C2=CC1)C(C)C)=O 5-chloro-1'-(2-{[1-(propan-2-yl)-1H-indazol-5-yl]oxy}ethyl)-1,2-dihydrospiro[indole-3,4'-piperidin]-2-one